N-(4-((5-(4-hydroxy-3-methylphenyl)-1H-pyrazol-3-yl)amino)-3-methylphenyl)acetamid OC1=C(C=C(C=C1)C1=CC(=NN1)NC1=C(C=C(C=C1)NC(C)=O)C)C